(6-hydrazineylpyridin-3-yl)(methyl)(methylimino)-λ6-sulfanone N(N)C1=CC=C(C=N1)S(=O)(=NC)C